FC=1C=CC(=C(C1)/C(=C/N1C(N(C(C(=C1)/C(/C)=N/OC(C)C)=O)N(C(=O)C=1SC=CC1)C)=O)/OC(C)C)OC N-(3-((Z)-2-(5-fluoro-2-methoxyphenyl)-2-isopropoxyvinyl)-5-((E)-1-(isopropoxyimino)ethyl)-2,6-dioxo-3,6-dihydropyrimidin-1(2H)-yl)-N-methylthiophene-2-carboxamide